C(C1=CC=CC=C1)C(C(=O)NC=1C(=NC2=C(C=CC=C2C1)F)C)(CC#C)C 2-benzyl-N-(8-fluoro-2-methyl-3-quinolyl)-2-methyl-pent-4-ynamide